C(C=C)(=O)NC(C(S(=O)(=O)[O-])C)C.[K+] potassium 2-acrylamido-methylpropanesulfonic acid salt